ClC=1C=C(C=CC1C(=O)N1CC(C1)O)NC(=O)C1=C(C(=NS1)C1=CC=CC=C1)C1CC1 N-(3-CHLORO-4-(3-HYDROXYAZETIDINE-1-CARBONYL)PHENYL)-3-PHENYL-4-(CYCLOPROPYL)ISOTHIAZOLE-5-CARBOXAMIDE